3-(pyrimidin-5-ylmethyl)pyridine-2,3-diamine N1=CN=CC(=C1)CC1(C(N=CC=C1)N)N